(S)-2-(6-(4-chlorophenyl)-1-methyl-4H-benzo[c]isoxazolo[4,5-e]azepin-4-yl)-N-(2,2-dimethoxyethyl)acetamide ClC1=CC=C(C=C1)C1=N[C@H](C2=C(C3=C1C=CC=C3)C(=NO2)C)CC(=O)NCC(OC)OC